(2RS)-1-chloro-3-(2,4,5-trifluorophenyl)propan-2-amine hydrochloride Cl.ClC[C@@H](CC1=C(C=C(C(=C1)F)F)F)N |r|